C(CCCC)OC(CCCCCCC/C=C/C=C)OCCCCC (3E)-12,12-dipentyloxy-1,3-dodecadiene